C(C=C)(=O)N1CCN(CC1)C1(CCOCC1)C1=CC=C(C=C1)[C@H](C)NC=1N=C(C2=C(N1)N(C(C=C2)=O)C(C)C)N(C)C 2-{[(1S)-1-{4-[4-(4-acryloylpiperazin-1-yl)tetrahydro-2H-pyran-4-yl]phenyl}ethyl]amino}-4-(dimethylamino)-8-(propan-2-yl)pyrido[2,3-d]pyrimidin-7(8H)-one